(4-(7-amino-3-cyclopentyl-4-oxo-4,5-dihydro-1H-pyrazolo[3,4-d]pyridazin-1-yl)benzyl)-2-methoxybenzamide NC1=NNC(C2=C1N(N=C2C2CCCC2)C2=CC=C(CC=1C(=C(C(=O)N)C=CC1)OC)C=C2)=O